ClC1=CC=C(C=C1)C=1N=CN(C1C1=CC=NC=C1)CC(=O)N1CCC2(CNC2)CC1 2-[4-(4-Chlorophenyl)-5-(pyridin-4-yl)-1H-imidazol-1-yl]-1-{2,7-diazaspiro[3.5]non-7-yl}ethan-1-one